C(C)(SCC1=NC=CN=C1)=O S-(pyrazinylmethyl) ethanethioate